methyl 3-(1,4-dimethyl-1H-benzo[d][1,2,3]triazol-5-yl)-3-(3-(((R)-2-ethyl-2,3-dihydro-[1,4]oxazepino[6,7-g]quinolin-4(5H)-yl) methyl)-4-methylphenyl)-2,2-dimethylpropionate CN1N=NC2=C1C=CC(=C2C)C(C(C(=O)OC)(C)C)C2=CC(=C(C=C2)C)CN2C[C@H](OC1=C(C=C3C=CC=NC3=C1)C2)CC